{6-[7-(2-morpholin-4-yl-ethoxy)-imidazo[1,2-a]pyridin-3-yl]-pyrimidin-4-yl}-(4-[1,2,3]triazol-1-yl-benzyl)-amine N1(CCOCC1)CCOC1=CC=2N(C=C1)C(=CN2)C2=CC(=NC=N2)NCC2=CC=C(C=C2)N2N=NC=C2